8-fluoro-3,4-dihydroisoquinoline FC=1C=CC=C2CCN=CC12